C1(=CC=CC=C1)C=1C=C2C=CN(C2=C(C1)C(=O)NCC1=CC=C(C(=O)O)C=C1)CC1=CC(=CC=C1)C(F)(F)F 4-((5-phenyl-1-(3-(trifluoromethyl)benzyl)-1H-indole-7-carboxamido)methyl)benzoic acid